C1C(OC(=O)C2=C1C=CC=C2O)C3=CC=C(C=C3)O[C@H]4[C@@H]([C@H]([C@@H]([C@H](O4)CO[C@H]5[C@@H]([C@](CO5)(CO)O)O)O)O)O The molecule is a member of the class of dihydroisocoumarins that is hydrangenol attached to a beta-D-apiofuranosyl-(1->6)-beta-D-glucopyranosyl residue at position 4' via a glycosidic linkage. It has been isolated from the roots of Scorzonera judaica. It has a role as a metabolite and a plant metabolite. It is a member of dihydroisocoumarins, a member of phenols and a disaccharide derivative. It derives from a hydrangenol.